N-hydroxy-3-((2-(2-heptadecyl-4,5-dihydro-1H-imidazol-1-yl)ethyl)amino)propanamide ONC(CCNCCN1C(=NCC1)CCCCCCCCCCCCCCCCC)=O